FC1=C(C(=C(C(=C1C#N)F)C#N)F)C#N 2,4,6-trifluorobenzene-1,3,5-trinitrile